1-(7-(8-ethylnaphthalen-1-yl)-2-((tetrahydro-1H-pyrrolizin-7a(5H)-yl)methoxy)-5,6,7,8-tetrahydropyrido[3,4-d]pyrimidin-4-yl)-3-(trifluoromethyl)piperidin-3-ol C(C)C=1C=CC=C2C=CC=C(C12)N1CC=2N=C(N=C(C2CC1)N1CC(CCC1)(O)C(F)(F)F)OCC12CCCN2CCC1